ClC=1C=NN2C1C(=C(C=C2)Cl)CC(=O)N2[C@H](C1=CC=CC(=C1CC2)[C@](CF)(C)O)C 2-(3,5-dichloropyrazolo[1,5-a]pyridin-4-yl)-1-[(1S)-5-[(1S)-2-fluoro-1-hydroxy-1-methyl-ethyl]-1-methyl-3,4-dihydro-1H-isoquinolin-2-yl]ethanone